(E)-dimethylpyrimidine-2,4-diamine CC1=C(C(=NC(=N1)N)N)C